N-ethyl-5-fluoro-N-isopropyl-2-((5-(2-(6-((2-methoxyethyl)(methyl)amino)-2-methylhexan-3-yl)-2,6-diazaspiro[3.4]octan-6-yl)-1,2,4-triazin-6-yl)oxy)benzamide C(C)N(C(C1=C(C=CC(=C1)F)OC1=C(N=CN=N1)N1CC2(CN(C2)C(C(C)C)CCCN(C)CCOC)CC1)=O)C(C)C